OCCN(C(OCCCC)=O)C(C)C butyl N-(2-hydroxyethyl)-N-isopropylcarbamate